(6R,7R)-3-[(acetoxy)methyl]-7-[alpha-(N,N-diisopropylamidinothio)acetamido]-8-oxo-5-thia-1-azabicyclo[4.2.0]oct-2-ene-2-carboxylic acid C(C)(=O)OCC1=C(N2C([C@H]([C@H]2SC1)NC(CSC(N(C(C)C)C(C)C)=N)=O)=O)C(=O)O